C(C1=CC=CC=C1)OC(=O)N[C@H]1CC(CN(C1)C)C(=O)OC methyl (5S)-5-(((benzyloxy)carbonyl)amino)-1-methylpiperidine-3-carboxylate